C(CCCCC(=O)[O-])(=O)OCCCCCCCCCCCCCCCCCC monostearyl adipate